Methyl (1S,3S)-3-((2-methyl-6-(1-methyl-5-((4-(prop-1-en-2-yl)-2H-1,2,3-triazol-2-yl) methyl)-1H-1,2,3-triazol-4-yl)pyridin-3-yl)oxy)cyclohexane-1-carboxylate CC1=NC(=CC=C1O[C@@H]1C[C@H](CCC1)C(=O)OC)C=1N=NN(C1CN1N=CC(=N1)C(=C)C)C